3',4',5,6,7-pentamethoxyflavanone COC=1C=C(C2OC3=CC(=C(C(=C3C(C2)=O)OC)OC)OC)C=CC1OC